CC1=CC=C(CN2C=C(C3=CC(=CC=C23)N)C#N)C=C1 1-(4-methylbenzyl)-5-amino-1H-indole-3-carbonitrile